5-(1-hydroxypropyl)-4-((2-(trimethylsilyl)ethoxy)methyl)-4H-1,2,4-triazole-3-carboxylic acid ethyl ester C(C)OC(=O)C1=NN=C(N1COCC[Si](C)(C)C)C(CC)O